(2S)-5-oxopyrrolidine-2-carboxylic acid O=C1CC[C@H](N1)C(=O)O